BrC=1C=C(C=C2C(NC(NC12)=O)=O)S(=O)(=O)NC1(CC1)C 8-bromo-N-(1-methylcyclopropyl)-2,4-dioxo-1,3-dihydroquinazoline-6-sulfonamide